CN1C[C@@H](CCC1)[C@H](O)C1=CC=2C(=NC(=CC2)C2=CC=3C(N=C2)=NN(C3)C)S1 (S)-((3R)-1-methyl-3-piperidinyl)(6-(2-methyl-2H-pyrazolo[3,4-b]pyridin-5-yl)thieno[2,3-b]pyridin-2-yl)methanol